CC(CC(C)NC1=CC=C(C=C1)N=C1C=CC(C=C1)=O)C 4-((4-((4-methylpent-2-yl)amino)phenyl)imino)cyclohex-2,5-dien-1-one